C(C)(C)(C)OC(=O)N1C(C2=CC=C(C(=C2CC1)F)C=O)OCC1=CC=CC=C1 (benzyloxy)-5-fluoro-6-formyl-3,4-dihydroisoquinoline-2(1H)-carboxylic acid tert-butyl ester